(±)-trans-tert-butyl 4-(((2S,4S)-2-(4-cyanophenyl)-4-phenylpiperidin-1-yl)methyl)-5-methoxy-7-methyl-1H-indole-1-carboxylate C(#N)C1=CC=C(C=C1)[C@H]1N(CC[C@@H](C1)C1=CC=CC=C1)CC1=C2C=CN(C2=C(C=C1OC)C)C(=O)OC(C)(C)C |r|